OC=1C(=CC=2C3N(N4C(C2C1)=CC(C(=C4)C(=O)[O-])=O)C(CC3)(C)C)OCCCOC 11-hydroxy-12-(3-methoxypropoxy)-3,3-dimethyl-8-oxo-2,3,8,13b-tetrahydro-1H-pyrido[2,1-a]pyrrolo[1,2-c]phthalazine-7-carboxylate